The molecule is a bicine that is a Good's buffer substance, pKa = 8.35 at 20 ℃. It is a conjugate acid of a [bis(2-hydroxyethyl)amino]acetate. It is a tautomer of a [bis(2-hydroxyethyl)ammonio]acetate. C(CO)N(CCO)CC(=O)O